Cl.FC(CN)F 2,2-difluoroethaneamine hydrochloride